CC(C[C@H]1[C@@H](C[C@H]2N(CCC3=CC(=C(C=C23)OC)OCC2(CC2)CS(=O)(=O)[O-])C1)O)(C)C 1-({[(2R,3R,11bR)-3-(2,2-dimethylpropyl)-2-hydroxy-10-methoxy-1H,2H,3H,4H,6H,7H,11bH-pyrido[2,1-a]isoquinolin-9-yl] oxy}methyl)cyclopropylmethanesulfonate